4-octenoic acid C(CCC=CCCC)(=O)O